(S)-2-((3R,5R)-3,5-Dimethylpiperazin-1-yl)-N-(3-(2-((2-fluoro-3-(methylsulfonyl)phenyl)amino)-5-methylpyrimidin-4-yl)-1H-indol-7-yl)butanamid C[C@@H]1CN(C[C@H](N1)C)[C@H](C(=O)NC=1C=CC=C2C(=CNC12)C1=NC(=NC=C1C)NC1=C(C(=CC=C1)S(=O)(=O)C)F)CC